tert-butyl 4-amino-2,2-dimethylbutyrate NCCC(C(=O)OC(C)(C)C)(C)C